6-chloro-9-(naphthalen-1-yl)-8-(naphthalen-2-yl)-9H-purine ClC1=C2N=C(N(C2=NC=N1)C1=CC=CC2=CC=CC=C12)C1=CC2=CC=CC=C2C=C1